FC1=C(C=CC(=C1)F)N1N=CC2=C1N=C1N(CCC3=C1NC1=CC=CC=C31)C2=O 1-(2,4-difluorophenyl)-6,7-dihydro-1H-pyrazolo[3'',4'':4',5']pyrimido[1',2':1,2]pyrido[3,4-b]indol-4(12H)-one